CC1=NC=C(C(=O)O)C=C1NC1=NN(C2=NC(=NC=C21)NC=2C(=NC=CC2)C)C 6-methyl-5-((1-methyl-6-((2-methylpyridin-3-yl)amino)-1H-pyrazolo[3,4-d]pyrimidin-3-yl)amino)nicotinic acid